NC1=NC(=CC(=N1)N1N=NC2=C1C=CC(=C2)O)C=2OC=CC2 1-[2-amino-6-(furan-2-yl)pyrimidin-4-yl]-1,2,3-benzotriazole-5-ol